ClC=1C(=NC=CN1)SC=1N=C2C(=NC1)NC(=N2)N2CCC1(CC2)[C@@H](C2=CC=CC=C2C1)N (S)-1'-(5-((3-chloropyrazin-2-yl)thio)-1H-imidazo[4,5-b]pyrazin-2-yl)-1,3-dihydrospiro[indene-2,4'-piperidin]-1-amine